(S)-1-(6-Oxo-5-(trifluoromethyl)-1,6-dihydropyridin-3-yl)propan-2-yl (2S,5R)-4-(5-cyclopropylpyrimidin-2-yl)-2,5-dimethylpiperazine-1-carboxylate C1(CC1)C=1C=NC(=NC1)N1C[C@@H](N(C[C@H]1C)C(=O)O[C@H](CC1=CNC(C(=C1)C(F)(F)F)=O)C)C